ClC1=C(C(=O)NC=2C(=C(C=CC2F)NC(OC(C)(C)C)=O)F)C=C(C=C1C)NC(=O)[C@@H]1C([C@H]1C1=CC(=C(C=C1)F)C(F)(F)F)(Cl)Cl tert-Butyl (3-(2-chloro-5-((1R,3R)-2,2-dichloro-3-(4-fluoro-3-(trifluoromethyl)phenyl)cyclopropane-1-carboxamido)-3-methylbenzamido)-2,4-difluorophenyl)carbamate